BrC=1C=C(C=C(C1)C#N)N1CCN(CC1)C(=O)OC(C)(C)C Tert-butyl 4-(3-bromo-5-cyanophenyl)piperazine-1-carboxylate